N-(3-chloro-5-(methylsulfonamido)phenyl)-1-(3-((3-chlorobenzyl)oxy)pyridin-2-yl)-1H-pyrazole-4-carboxamide ClC=1C=C(C=C(C1)NS(=O)(=O)C)NC(=O)C=1C=NN(C1)C1=NC=CC=C1OCC1=CC(=CC=C1)Cl